(((ethoxycarbonyl)amino)(phenyl)methyl)benzoate C(C)OC(=O)NC(C1=CC=CC=C1)OC(C1=CC=CC=C1)=O